2-([1,2'-binaphthalen]-6'-yl)-4-chloro-6-phenyl-1,3,5-triazine C1(=CC=CC2=CC=CC=C12)C1=CC2=CC=C(C=C2C=C1)C1=NC(=NC(=N1)Cl)C1=CC=CC=C1